OC1=C(C=CC(=C1)C=1OC2=CC(=C(C(=C2C(C1O)=O)O)O)O)[O-] 2-hydroxy-4-(3,5,6,7-tetrahydroxy-4-oxo-4H-chromen-2-yl)phenolate